CCC(C)C(=O)C(=O)O 2-oxo-3-methyl-N-valeric acid